FC1=CC=C(C=C1)C(C(C(C(=O)NC1=CC=CC=C1)C(C(C)C)=O)C1=CC=CC=C1)=O 4-(4-fluorophenyl)-2-(2-methylpropionyl)-3-phenyl-4-oxo-N-phenylbutanamide